C1(CC1)C1=C(C(=NO1)C1=C(C=CC=C1Cl)Cl)COC1CC2CCC(C1)N2C#N 3-((5-cyclopropyl-3-(2,6-dichlorophenyl)isoxazol-4-yl)methoxy)-8-azabicyclo[3.2.1]octane-8-carbonitrile